aluminum acetylglutamate C(C)(=O)N[C@@H](CCC(=O)[O-])C(=O)[O-].[Al+3].C(C)(=O)N[C@@H](CCC(=O)[O-])C(=O)[O-].C(C)(=O)N[C@@H](CCC(=O)[O-])C(=O)[O-].[Al+3]